FC1CN(C1)C1=CC=C(C=N1)[C@H](C)NC(=O)N1[C@H](CN(CC1)C1=NC(=CC(=C1)C)NC1=NNC(=C1)C)C (S)-N-((S)-1-(6-(3-fluoroazetidin-1-yl)pyridin-3-yl)ethyl)-2-methyl-4-(4-methyl-6-((5-methyl-1H-pyrazol-3-yl)amino)pyridin-2-yl)piperazine-1-carboxamide